CN(C=1C(=CC=CC1)N)C1CCC(CC1)C N1-methyl-N1-((1r,4r)-4-methylcyclohexyl)benzene-1,2-diamine